C1(=CC=CC=C1)C=1C=CC=2N(C3=CC=C(C=C3C2C1)C1=CC=CC=C1)C1=CC=C(C=C1)C(=O)C1=CC=C(C=C1)N1C2=CC=C(C=C2C=2C=C(C=CC12)C1=CC=CC=C1)C1=CC=CC=C1 Bis(4-(3,6-diphenyl-9H-carbazol-9-yl)phenyl)methanone